2-hydroxy(2,4-dichlorophenyl)methylcyclohex-2-en-1-one OC=1C(CCCC1CC1=C(C=C(C=C1)Cl)Cl)=O